N1=NC(=CC=C1)C(=O)N DIAZIN-AMID